N-(2-Chloro-3-(3'-chloro-6-methoxy-5-(((((S)-5-oxopyrrolidin-2-yl)methyl)amino)methyl)-[2,4'-bipyridin]-2'-yl)phenyl)-4-(((R)-3-hydroxypyrrolidin-1-yl)methyl)-5-methoxypicolinamide ClC1=C(C=CC=C1C1=NC=CC(=C1Cl)C1=NC(=C(C=C1)CNC[C@H]1NC(CC1)=O)OC)NC(C1=NC=C(C(=C1)CN1C[C@@H](CC1)O)OC)=O